The molecule is a chromium oxide composed of a single chromium bound (oxidation state +6) to three oxygens; the acidic anhydride of chromic acid. O=[Cr](=O)=O